iminodiamine N(N)N